CON1C(C2=C(CCC1)C=CC=C2)=O Methoxy-2,3,4,5-tetrahydro-1H-benzo[c]azepin-1-one